(2RS,3RS)-1-(3-(2-chlorophenyl)-2,3-epoxy-2-(4-fluorophenyl)propyl)-1H-1,2,4-triazole ClC1=C(C=CC=C1)[C@@H]1[C@@](CN2N=CN=C2)(O1)C1=CC=C(C=C1)F |r|